5-isopropyl-8-((2r,3s)-2-methyl-3-((methylsulfonyl)methyl)azetidin-1-yl)-N-(2-(5-(trifluoromethyl)furan-3-yl)pyrimidin-4-yl)isoquinolin-3-amine C(C)(C)C1=C2C=C(N=CC2=C(C=C1)N1[C@@H]([C@H](C1)CS(=O)(=O)C)C)NC1=NC(=NC=C1)C1=COC(=C1)C(F)(F)F